3-amino-5-tert-butylisoxazol NC1=NOC(=C1)C(C)(C)C